BrC=1C=C(OC2=C(C(=C(C=C2F)[N+](=O)[O-])C)SC)C=CC1F (2-(3-bromo-4-fluorophenoxy)-3-fluoro-6-methyl-5-nitrophenyl)(methyl)sulfane